tert-butyl 3-(5-((4-(6-(3-chloro-6-(difluoromethyl)-2-fluorophenyl)pyrazine-2-carboxamido)-1H-pyrazol-1-yl)methyl)pyridin-2-yl)-3,8-diazabicyclo[3.2.1]-octane-8-carboxylate ClC=1C(=C(C(=CC1)C(F)F)C1=CN=CC(=N1)C(=O)NC=1C=NN(C1)CC=1C=CC(=NC1)N1CC2CCC(C1)N2C(=O)OC(C)(C)C)F